NC=1C(N(N=CC1N)C)=O 4,5-diamino-2-methylpyridazin-3-one